3-(3-(5-tert-butylisoxazol-3-yl)ureido)-N-(3-hydroxypropyl)-8-methyl-2,3,4,9-tetrahydro-1H-carbazole-7-carboxamide C(C)(C)(C)C1=CC(=NO1)NC(NC1CCC=2NC3=C(C(=CC=C3C2C1)C(=O)NCCCO)C)=O